Cl.C12NCC(C1)(C2)C(C)(C)O 2-(2-azabicyclo[2.1.1]hexan-4-yl)propan-2-ol hydrochloride